1-((1-isocyanononyl)sulfonyl)-4-methylbenzene [N+](#[C-])C(CCCCCCCC)S(=O)(=O)C1=CC=C(C=C1)C